N-((3-(5-amino-7-(((3S,4R)-3-fluoro-1-methylpiperidin-4-yl)amino)-3-vinyl-2H-indazol-2-yl)-1,2,4-oxadiazol-5-yl)methyl)-1-(tert-butyl)-1H-pyrrole-3-carboxamide NC1=CC2=C(N(N=C2C(=C1)N[C@H]1[C@H](CN(CC1)C)F)C1=NOC(=N1)CNC(=O)C1=CN(C=C1)C(C)(C)C)C=C